hydroxy-3-indoleacetic acid OC=1NC2=CC=CC=C2C1CC(=O)O